C(C)(C)(C)OC(=O)N1CCC(CC1)C=1C=NC=C(C1)C(F)(F)F.OCCOC1=CC=C(C=C1)C1(CCCCC1)C1=CC=C(C=C1)OCCO 1,1-bis[4-(2-hydroxyethoxy)phenyl]cyclohexane tert-Butyl-4-(5-(trifluoromethyl)pyridin-3-yl)piperidine-1-carboxylate